NC1N(CCCC1)C(=O)OC=1C2=C(N=C(N1)Cl)N(C=C2C2CC2)COCC[Si](C)(C)C (2-chloro-5-cyclopropyl-7-((2-(trimethylsilyl) ethoxy) methyl)-7H-pyrrolo[2,3-d]pyrimidin-4-yl) aminopiperidine-1-carboxylate